FC=1OC2=C(C1)C=C(C=C2C2=CC(=NC=C2)CNS(=O)C(C)(C)C)CO N-((4-(2-fluoro-5-(hydroxymethyl)benzofuran-7-yl)pyridin-2-yl)methyl)-2-methylpropane-2-sulfinamide